5-carbamoyl-methyl-2'-O-methyluridine C(N)(=O)C=1C(NC(N([C@]2([C@H](OC)[C@H](O)[C@@H](CO)O2)C)C1)=O)=O